C(CCCCCCCCCCC)N(C1=CC=C(C=C)C=C1)CCCCCCCCCCCC 4-didodecylaminostyrene